FC1=CC=C(C=C1)NC(C1=C(C=CC(=C1)C=1C=2N(C=CC1)C=C(N2)C)C)=O N-(4-fluorophenyl)-2-methyl-5-(2-methylimidazo[1,2-a]pyridin-8-yl)benzamide